3-(2-chloro-4'-((S)-4-methyl-2-oxooxazolidin-3-yl)-[1,1'-biphenyl]-3-yl)piperidine-2,6-dione ClC1=C(C=CC=C1C1C(NC(CC1)=O)=O)C1=CC=C(C=C1)N1C(OC[C@@H]1C)=O